O(CC)[SiH](C=CC)OCC diethoxyl-(methyl)vinylsilane